N=1N=CN2C1C=C(C=C2)OC2=C(C=C(C=C2)NC2=NC=NC1=CC=C(C=C21)NC(C=CC2N(CCC2)C)=O)C N-(4-((4-([1,2,4]triazolo[4,3-a]pyridin-7-yloxy)-3-methylphenyl)amino)quinazolin-6-yl)-3-(1-methylpyrrolidin-2-yl)acrylamide